tert-butyl-3-[({4-[3-(5-chloro-2-fluorophenyl)-1H-pyrrolo[3,2-b]pyridin-2-yl]pyridin-3-yl}oxy)methyl]morpholine-4-carboxylate C(C)(C)(C)OC(=O)N1C(COCC1)COC=1C=NC=CC1C1=C(C2=NC=CC=C2N1)C1=C(C=CC(=C1)Cl)F